FC=1C(=NC=C(C1)C(F)(F)F)N1CCN(CC1)CC1=CC(=C(OC(C(=O)OCC)(C)C)C(=C1)C)C Ethyl 2-(4-((4-(3-fluoro-5-(trifluoromethyl)pyridin-2-yl)piperazin-1-yl)methyl)-2,6-dimethylphenoxy)-2-methylpropanoate